[Cl-].[Cl-].CC=1C(C2=CC=CC=C2C1)[Zr+2]C1C(=CC2=CC=CC=C12)C bis(methyl-indenyl)zirconium dichloride